C(C1=CC=CC=C1)S(=O)(=O)OOS(=O)(=O)C1=CC=C(C)C=C1 p-toluenesulfonyloxy (toluenesulfonate)